O1C(OCC1)C1=C(C(=C(C=C1)C#CC(C)(O)C)F)F 4-(4-(1,3-dioxolane-2-yl)-2,3-difluorophenyl)-2-methylbut-3-yne-2-ol